(5-(bis(2-chloroethyl)amino)-1-methyl-1H-benzo[d]imidazol-2-yl)-N-hydroxyheptanamide ClCCN(C1=CC2=C(N(C(=N2)C(C(=O)NO)CCCCC)C)C=C1)CCCl